2-(5-(6-[(4-chloro-2-fluorophenyl)methoxy]pyridin-2-yl)pyrimidin-2-yl)acetic acid ClC1=CC(=C(C=C1)COC1=CC=CC(=N1)C=1C=NC(=NC1)CC(=O)O)F